N(=C=O)C[SiH2]C(OC)OC Isocyanatomethyldimethoxymethylsilane